dipropylnickel C(CC)[Ni]CCC